2-(2-methoxypropyl)-1,6-dihydroimidazo[4,5-d]Pyrrolo[2,3-b]Pyridine COC(CC1=NC=2C(=C3C(=NC2)NC=C3)N1)C